C(C1=CC=CC=C1)NC=1C2=C(N=C(N1)C1=CC=CC=C1)NC(=C2)C N-benzyl-6-methyl-2-phenyl-7H-pyrrolo[2,3-d]pyrimidin-4-amine